6-(7-methylpyrrolo[2,3-d]pyrimidin-4-yl)-3-(trifluoromethyl)-7,8-dihydro-5H-1,6-naphthyridine CN1C=CC2=C1N=CN=C2N2CC=1C=C(C=NC1CC2)C(F)(F)F